[Si](C1=CC=CC=C1)(C1=CC=CC=C1)(C(C)(C)C)OCC1(CCC1)CO (1-(((tert-butyldiphenylsilyl)oxy)methyl)cyclobutyl)methanol